(S)-4-(3-(3-cyclopropyl-1H-indazol-5-yl)imidazo[1,2-b]pyridazin-6-yl)-2-methylmorpholine C1(CC1)C1=NNC2=CC=C(C=C12)C1=CN=C2N1N=C(C=C2)N2C[C@@H](OCC2)C